ethyl 2-((tert-butyldimethylsilyl)oxy)acetate [Si](C)(C)(C(C)(C)C)OCC(=O)OCC